[Si]([O-])([O-])([O-])[O-].[Al+3].[Li+] lithium-aluminum silicate